N-[3-[2-(difluoromethoxy)-5-[1-[(4-hydroxy-1-methyl-4-piperidyl)methyl]pyrazol-4-yl]oxy-phenyl]-1-methyl-pyrazol-4-yl]pyrazolo[1,5-a]pyrimidine-3-carboxamide FC(OC1=C(C=C(C=C1)OC=1C=NN(C1)CC1(CCN(CC1)C)O)C1=NN(C=C1NC(=O)C=1C=NN2C1N=CC=C2)C)F